ClC=1C=C(C=CC1C#N)N1CC2(C[C@@H]1C)CCN(CC2)C=2N=CC=NC2 (S)-5-(2-(3-chloro-4-cyanophenyl)-3-methyl-2,8-diazaspiro[4.5]dec-8-yl)pyrazine